3-(tripropoxysilyl)propyl-n-tetradecyldimethyl-ammonium chloride [Cl-].C(CC)O[Si](CCC[N+](C)(C)CCCCCCCCCCCCCC)(OCCC)OCCC